2-(1,3-dioxolan-2-yl)-6-(2,4,6-triisopropylphenyl)pyridine O1C(OCC1)C1=NC(=CC=C1)C1=C(C=C(C=C1C(C)C)C(C)C)C(C)C